Propan-2-yl (2R)-3-(pyrimidin-2-yl)-2-({[(1S)-1-[4-(trifluoromethyl)phenyl]ethyl]carbamoyl}oxy)propanoate N1=C(N=CC=C1)C[C@H](C(=O)OC(C)C)OC(N[C@@H](C)C1=CC=C(C=C1)C(F)(F)F)=O